O1C2=C(N(CC1)C(=O)C=1C=NC=C(C1)C1=CC(=CC=C1)OC)C=CC=C2 (2,3-dihydro-4H-benzo[b][1,4]oxazin-4-yl)(5-(3-methoxyphenyl)pyridin-3-yl)methanone